4-(1-(4,4-difluorocyclohexyl)ethoxy)-3-fluoroaniline FC1(CCC(CC1)C(C)OC1=C(C=C(N)C=C1)F)F